1-(4-chlorophenyl)hydrazine-1,2-dicarboxylic acid diethyl ester C(C)OC(=O)N(NC(=O)OCC)C1=CC=C(C=C1)Cl